7-{4-[4-(6-Fluoro-benzo[d]isoxazol-3-yl)-piperidin-1-yl]-butyl}-6,8-dioxo-octahydro-pyrazino[1,2-c]pyrimidine-2-carboxylic acid benzyl ester fumarate C(\C=C\C(=O)O)(=O)O.C(C1=CC=CC=C1)OC(=O)N1CC2N(C(N(C(C2)=O)CCCCN2CCC(CC2)C2=NOC3=C2C=CC(=C3)F)=O)CC1